O1CC(C1)C(=O)N1CCC(CC1)CN 1-[1-(oxetane-3-carbonyl)piperidin-4-yl]Methylamine